N1N=C(C2=CC=CC=C12)O 1H-indazol-3-ol